(R)-N-((R)-(3-chloro-2,4-difluorophenyl)((S)-chroman-3-yl)methyl)-2-methyl-3-oxopiperazine-1-carboxamide ClC=1C(=C(C=CC1F)[C@H](NC(=O)N1[C@@H](C(NCC1)=O)C)[C@H]1COC2=CC=CC=C2C1)F